N-(2'-Hydroxy-3-isopropoxy-3'-(3-(piperazin-1-yl)isoxazol-5-yl)-[1,1'-biphenyl]-4-yl)acetamide OC1=C(C=CC=C1C1=CC(=NO1)N1CCNCC1)C1=CC(=C(C=C1)NC(C)=O)OC(C)C